(1S,4S)-tertbutyl-5-(5-(methylsulfonamido)pyridin-2-yl)-2,5-diazabicyclo[2.2.1]heptane-2-carboxylate C(C)(C)(C)OC(=O)N1[C@@H]2CN([C@H](C1)C2)C2=NC=C(C=C2)NS(=O)(=O)C